5-thiophenepentanediol S1C=CC=C1CCCCC(O)O